3,5-dimethylcyclohexyl maleate C(\C=C/C(=O)[O-])(=O)OC1CC(CC(C1)C)C